O=C(C(=O)O)N(CC1=NC=C(C=C1)C(F)(F)F)C(C)C1=NC=CC=C1 2-oxo-2-((1-(pyridin-2-yl)ethyl)((5-(trifluoromethyl)pyridin-2-yl)methyl)amino)acetic acid